2-(2-(6-(Trifluoromethyl)imidazo[1,2-a]pyrazin-3-yl)pyrimidin-4-yl)octahydro-4H-pyrido[1,2-a]pyrazin-4-one FC(C=1N=CC=2N(C1)C(=CN2)C2=NC=CC(=N2)N2CC1N(C(C2)=O)CCCC1)(F)F